3-{4-[(6-amino-4-pyrimidinyl)oxy]-2-ethylphenyl}-1-[5-(trifluoromethyl)-3-pyridinyl]-2,4-imidazolidinedione NC1=CC(=NC=N1)OC1=CC(=C(C=C1)N1C(N(CC1=O)C=1C=NC=C(C1)C(F)(F)F)=O)CC